S1C(=NC=C1)C1=CC=C(C=C1)/C=C/C(=O)C1=CC=C(C(=O)O)C=C1 4-[(E)-3-[4-(1,3-Thiazol-2-yl)phenyl]prop-2-enoyl]benzoic acid